(3E)-14,14-dihexyloxy-1,3-tetradecadiene C(CCCCC)OC(CCCCCCCCC/C=C/C=C)OCCCCCC